C12C(CC(CC1)C2)C=2N=C(C1=C(N2)CCC1)C1=CC=CC=C1 2-(bicyclo[2.2.1]heptan-2-yl)-4-phenyl-6,7-dihydro-5H-cyclopenta[d]pyrimidine